C(C)C=1C(=CC=C2C=C(C=C(C12)C1=C(C=2N=C(N=C(C2C=N1)N1CC2(CCNC2=O)CCC1)OC[C@]12CCCN2C[C@@H](C1)F)F)O)F 7-(7-(8-Ethyl-7-fluoro-3-hydroxynaphthalen-1-yl)-8-fluoro-2-(((2R,7aS)-2-fluorotetrahydro-1H-pyrrolizin-7a(5H)-yl)methoxy)pyrido[4,3-d]pyrimidin-4-yl)-2,7-diazaspiro[4.5]decan-1-one